C1CCS(=O)(=O)OS1(=O)=O Propanedisulfonic acid anhydride